4-((bis(tert-butoxycarbonyl)amino)methyl)pyridine 1-oxide C(C)(C)(C)OC(=O)N(C(=O)OC(C)(C)C)CC1=CC=[N+](C=C1)[O-]